BrC=1C=C(C2=C(C(=CO2)COC2=C(C=CC=C2)CC(=O)OCC)C1)CN1C[C@H](CC1)F (S)-ethyl 2-(2-((5-bromo-7-((3-fluoropyrrolidin-1-yl)methyl)benzofuran-3-yl) methoxy)phenyl)acetate